C[Si](CCS(=O)(=O)Cl)(C)C 2-(trimethylsilyl)ethanesulfonyl chloride